C(C)(C)(C)OC(=O)N1N=C(C(=C1)Cl)C1=NC(=NC=C1Cl)NC=1C=NN(C1)CC1=CC=C(C=C1)NC(C=C)=O 3-(2-((1-(4-acrylamidobenzyl)-1H-pyrazol-4-yl)amino)-5-chloropyrimidin-4-yl)-4-chloro-1H-pyrazole-1-carboxylic acid tert-butyl ester